5-[1-methyl-4-(2-methylphenyl)-1H-pyrrol-2-yl]-1-(propan-2-yl)-1H-1,2,3-benzotriazole CN1C(=CC(=C1)C1=C(C=CC=C1)C)C1=CC2=C(N(N=N2)C(C)C)C=C1